(3S)-3-[(4-methoxycarbonylphenyl)methyl]piperidine-1-carboxylic acid tert-butyl ester C(C)(C)(C)OC(=O)N1C[C@@H](CCC1)CC1=CC=C(C=C1)C(=O)OC